FC=1C=CC(=NC1)C(=O)N1CC(CC1)C1=C(C=O)C=C(C=C1)O 2-(1-(5-fluoropicolinoyl)pyrrolidin-3-yl)-5-hydroxybenzaldehyde